OCC=1C[C@H]2[C@@H](C(OC=3C=C(C=C(C23)O)C(C)(CCCCCC)C)(C)C)CC1 (6As,10aS)-9-(hydroxymethyl)-6,6-dimethyl-3-(2-methyloctan-2-yl)-6a,7,10,10a-tetrahydrobenzo[c]chromen-1-ol